N-(6-((1H-pyrazol-1-yl)methyl)-5-fluoro-4-methoxybenzo[d]isoxazol-3-yl)-8-methoxy-5-methyl-2,3,4,5-tetrahydrobenzo[b][1,4]oxazepine-9-sulfonamide N1(N=CC=C1)CC1=CC2=C(C(=NO2)NS(=O)(=O)C2=C(C=CC3=C2OCCCN3C)OC)C(=C1F)OC